N-(4-(Hydroxymethyl)-3-(pyridazin-4-yl)-1H-pyrazol-5-yl)-3-(3,4,5-trifluorophenyl)propanamide OCC=1C(=NNC1NC(CCC1=CC(=C(C(=C1)F)F)F)=O)C1=CN=NC=C1